C(C)(C)(C)OC(=O)N1C[C@@H](CCC1)NC1=NC(=NC2=CC(=C(C=C12)OC)OCC1=CC=CC=C1)N1CCCC1.BrC1=CC=C(C=C1)C1=CC2=CC=CC=C2C=C1 1-bromo-4-(2-naphthyl)benzene tert-Butyl-(R)-3-((7-(benzyloxy)-6-methoxy-2-(pyrrolidin-1-yl)quinazolin-4-yl)amino)piperidine-1-carboxylate